ClN1CC(C1)C=1C=CC=2C(NC3=CC=CC1C23)=O 5-(1-chloroazetidin-3-yl)-1H-benzo[cd]indol-2-one